2-chloro-4-((6-hydroxyspiro[3.3]hept-2-yl)amino)pyrimidine-5-carboxylic acid ClC1=NC=C(C(=N1)NC1CC2(C1)CC(C2)O)C(=O)O